racemic-trans-tert-butyl-3,3-difluoro-4-[[6-iodo-3-(trifluoromethylsulfanyl) imidazo[1,2-a]pyridine-8-carbonyl]amino]-5-methyl-piperidine-1-carboxylate C(C)(C)(C)OC(=O)N1CC([C@H]([C@@H](C1)C)NC(=O)C=1C=2N(C=C(C1)I)C(=CN2)SC(F)(F)F)(F)F |r|